(S)-3-(3-(Difluoromethoxy)phenyl)-1-(4-fluorophenyl)-N-(3-methyl-1,1-dioxidotetrahydrothiophen-3-yl)-1H-pyrazolo[4,3-b]pyridine-6-carboxamide FC(OC=1C=C(C=CC1)C1=NN(C=2C1=NC=C(C2)C(=O)N[C@@]2(CS(CC2)(=O)=O)C)C2=CC=C(C=C2)F)F